O1CC(CCC1)C1=NC=2C(=NC=CC2C2CCN(CC2)C(=O)C2=CC=C(C=C2)OC(F)(F)F)N1 [4-(2-tetrahydropyran-3-yl-3H-imidazo[4,5-b]pyridin-7-yl)-1-piperidyl]-[4-(trifluoromethoxy)phenyl]methanone